rac-(cis)-tert-butyl 4-hydroxy-3-methoxy-3-methylpiperidine-1-carboxylate O[C@H]1[C@@](CN(CC1)C(=O)OC(C)(C)C)(C)OC